2-(3,6-dihydro-2H-pyran-4-yl)-4-(2-fluorophenyl)-N-(6-isopropylpyridin-3-yl)nicotinamide O1CCC(=CC1)C1=C(C(=O)NC=2C=NC(=CC2)C(C)C)C(=CC=N1)C1=C(C=CC=C1)F